ClC1=C(C=CC=C1)C(C1=CN=C(S1)NC(OCCCC)=O)O butyl 5-((2-chlorophenyl)(hydroxy)methyl)thiazol-2-ylcarbamate